BrC1=CC2=C(C=3N(C(CC2=O)C)N=NC3C)C=C1 9-Bromo-1,5-dimethyl-5,6-dihydro-7H-benzo[c][1,2,3]triazolo[1,5-a]azepin-7-one